CC1=C(C(=CC=C1)C)C1=CC=C(C=C1)C(=O)O 2',6'-dimethyl-[1,1'-biphenyl]-4-carboxylic acid